tert-butyl (4-(4,4,5,5-tetramethyl-1,3-dioxolan-2-yl)cyclohex-3-en-1-yl)carbamate CC1(OC(OC1(C)C)C1=CCC(CC1)NC(OC(C)(C)C)=O)C